1-(4-acetylphenyl)-8-bromo-1,3-dihydro-2H-imidazo[4,5-c]quinolin-2-one C(C)(=O)C1=CC=C(C=C1)N1C(NC=2C=NC=3C=CC(=CC3C21)Br)=O